C(C1=CC=CC=C1)OC1=C2C(=C(N(C2=CC=C1)C1=CC=C(C=C1)F)C(C(=O)NC)(C)C)C1=CC=C(C(=O)OC)C=C1 methyl 4-[4-benzyloxy-2-[1,1-dimethyl-2-(methylamino)-2-oxo-ethyl]-1-(4-fluorophenyl)indol-3-yl]benzoate